2-((3,5-dicyano-4-ethyl-6-(4-(oxazol-5-ylmethyl)piperazin-1-yl)pyridin-2-yl)thio)-2-phenylacetamide C(#N)C=1C(=NC(=C(C1CC)C#N)N1CCN(CC1)CC1=CN=CO1)SC(C(=O)N)C1=CC=CC=C1